diisooctanol sodium salt [Na].C(CCCCC(C)C)O.C(CCCCC(C)C)O